BrC1=CC=C(C=C1)C1=NC(=CC(=N1)C1=CC=CC=C1)C1=CC=CC=C1 2-(4-bromophenyl)-4,6-diphenylpyrimidine